[Cl-].C(CCCCCCCCCCC)[N+](CC(C[N+](C)(C)C)O)(C)C.[Cl-] N1-dodecyl-2-hydroxy-N1,N1,N3,N3,N3-pentamethylpropane-1,3-diaminium chloride